4-(3-chlorophenyl)-5-phenyl-2-(2-thienylmethyl)imidazole tert-butyl-4-[(1-benzyloxycarbonyl-4-piperidyl)methyl]-4-fluoro-piperidine-1-carboxylate C(C)(C)(C)OC(=O)N1CCC(CC1)(F)CC1CCN(CC1)C(=O)OCC1=CC=CC=C1.ClC=1C=C(C=CC1)C=1N=C(NC1C1=CC=CC=C1)CC=1SC=CC1